2-(((tert-Butyldimethylsilyl)oxy)methyl)-7-(1-isopropyl-1H-indazol-5-yl)-5,5-dimethyl-4-(methylamino)-5,7-dihydro-6H-pyrrolo[2,3-d]pyrimidin-6-one [Si](C)(C)(C(C)(C)C)OCC=1N=C(C2=C(N1)N(C(C2(C)C)=O)C=2C=C1C=NN(C1=CC2)C(C)C)NC